2-(1-methyl-1H-pyrazol-4-yl)-7-(8-(oxetan-3-yl)-3,8-diazabicyclo[3.2.1]octan-3-yl)-3H-imidazo[4,5-b]pyridine CN1N=CC(=C1)C1=NC=2C(=NC=CC2N2CC3CCC(C2)N3C3COC3)N1